CC(=C)C(=O)NC1=CC(=C(C=C1)O)C(=O)O 2-hydroxy-5-N-methacrylamidobenzoic acid